OC1=C(C=CC=C1)C1=CC(=CN=N1)N1CCC(CC1)(C(=O)OC)OC methyl 1-[6-(2-hydroxyphenyl)pyridazin-4-yl]-4-methoxypiperidine-4-carboxylate